(cis)-(1-benzyloxycarbonyl-4-ethyl-pyrrolidin-3-yl)-methyl-tert-butyl carbamate C(N)(OC(C(C)[C@@H]1CN(C[C@@H]1CC)C(=O)OCC1=CC=CC=C1)(C)C)=O